(9R)-N-(1-(4-(4-(3-(2,6-dioxopiperidin-3-yl)benzyl)piperazin-1-yl)benzyl)-1H-pyrazol-4-yl)-9-methyl-6-oxo-6,7,8,9-tetrahydropyrido[3',2':4,5]pyrrolo[1,2-a]pyrazine-2-carboxamide O=C1NC(CCC1C=1C=C(CN2CCN(CC2)C2=CC=C(CN3N=CC(=C3)NC(=O)C=3C=CC=4C=C5N([C@@H](CNC5=O)C)C4N3)C=C2)C=CC1)=O